ClC1=CC=C(C=C1)C1=CC(=CC=C1)CN1CCN(CC1)C(=O)C=1C=C2C(N(C(C2=CC1)=O)C1C(NC(CC1)=O)=O)=O 5-(4-((4'-chloro-[1,1'-biphenyl]-3-yl)methyl)piperazine-1-carbonyl)-2-(2,6-dioxopiperidine-3-yl)isoindoline-1,3-dione